ClC1=C(C(=O)N)C=CC(=C1)NC1=NC=C(C(=N1)N[C@H](CO)C1=CC=CC=C1)C=1OC=NN1 2-chloro-4-[[4-[[(1S)-2-hydroxy-1-phenyl-ethyl]amino]-5-(1,3,4-oxadiazol-2-yl)pyrimidin-2-yl]amino]benzamide